tert-butyl (S)-(2-(4-(5-((4-amino-2-(pentan-2-yloxy)imidazo[2,1-f][1,2,4]triazin-7-yl)methyl)-3-methylpyridin-2-yl)piperazin-1-yl)-2-oxoethyl)(isobutyl)carbamate NC1=NC(=NN2C1=NC=C2CC=2C=C(C(=NC2)N2CCN(CC2)C(CN(C(OC(C)(C)C)=O)CC(C)C)=O)C)O[C@@H](C)CCC